4-[(5-tert-Butyl-2-pyridyl)amino]-N-methyl-3-(1-methylimidazol-4-yl)benzenesulfonamide C(C)(C)(C)C=1C=CC(=NC1)NC1=C(C=C(C=C1)S(=O)(=O)NC)C=1N=CN(C1)C